CC([C@@H](C(=O)N1[C@@H](C[C@H](C1)O)C(=O)N[C@@H](C)C1=CC=C(C=C1)C1=C(C=CC=C1)F)N1C(C2=CC=CC(=C2C1)OCC1CCNCC1)=O)(C)C (2S,4R)-1-((S)-3,3-dimethyl-2-(1-oxo-4-(piperidin-4-ylmethoxy)isoindoline-2-yl)butyryl)-N-((S)-1-(2'-fluoro-[1,1'-biphenyl]-4-yl)ethyl)-4-hydroxypyrrolidine-2-carboxamide